FC=1C=C(OC2=CC=C3CCN(CC3=C2)C([C@@H]2NCCC2)=O)C=CC1C(F)(F)F (R)-7-(3-fluoro-4-(trifluoromethyl)phenoxy)-2-prolyl-1,2,3,4-tetrahydroisoquinoline